OC1=CC=C(C=C1)C(C=CC1=CC=C(C=C1)C(F)(F)F)=O 1-(4-hydroxyphenyl)-3-(4-trifluoromethylphenyl)-2-propen-1-one